[Cl-].[Cl-].C[SiH](C)[Ti+2](C1=CC=CC=2C3=CC=CC=C3CC12)NC(C)(C)C dimethylsilyl-(N-tert-butylamino)(fluorenyl)titanium dichloride